2-(2,6-dioxopiperidin-3-yl)-1-oxoisoindoline-4,7-dicarbonitrile O=C1NC(CCC1N1C(C=2C(=CC=C(C2C1)C#N)C#N)=O)=O